NC1=C(C(NC(=N1)N1CCC(CC1)(C)CN)=O)OC1=C(C(=CC=C1)Cl)Cl 6-amino-2-(4-(aminomethyl)-4-methylpiperidin-1-yl)-5-(2,3-dichlorophenoxy)pyrimidin-4(3H)-one